C(C)(C)(C)OC(=O)N[C@H]1CO[C@H]2[C@@H]1OC[C@@H]2NC(CCC[C@@H](C(=O)OCC=C)NC(=O)OCC2C1=CC=CC=C1C=1C=CC=CC21)=O allyl (2S)-6-[[(3S,3aR,6S,6aR)-6-(tert-butoxycarbonylamino)-2,3,3a,5,6,6a-hexahydrofuro[3,2-b]furan-3-yl]amino]-2-(9H-fluoren-9-ylmethoxycarbonylamino)-6-oxo-hexanoate